CS(=O)(=O)C=1C=C(C=CC1)C=1C(=NNC1C(=O)N)C(F)(F)F (3-(methylsulfonyl)phenyl)-3-(trifluoromethyl)-pyrazole-5-carboxamide